1-ethyl 2-methyl (2R,4R)-4-azidopyrrolidine-1,2-dicarboxylate N(=[N+]=[N-])[C@@H]1C[C@@H](N(C1)C(=O)OCC)C(=O)OC